5-bromo-2,7-dimethyl-7H-pyrrolo[2,3-d]pyrimidin-4-amine BrC1=CN(C=2N=C(N=C(C21)N)C)C